1-((1-ethyl-3-methyl-1H-pyrazol-5-yl)methyl)-1H-benzo[d]imidazole C(C)N1N=C(C=C1CN1C=NC2=C1C=CC=C2)C